C(CCCCCCCCCCC)NC\C=C/C1=CC=C(C=C1)C1OC2=CC=C(C=C2C(=C1C1=CC(=CC=C1)O)C)O 2-[4-((Z)-3-Dodecylaminopropenyl)phenyl]-3-(3-hydroxyphenyl)-4-methyl-2H-chromen-6-ol